FC=1C(=NC=CC1)C(C(=O)C1=CC=C(C=N1)NC(OC(C)(C)C)=O)(C)C Tert-butyl (6-(2-(3-fluoropyridin-2-yl)-2-methylpropanoyl)pyridin-3-yl)carbamate